OC(C)(C)C=1C=C(SC1)[S@@](=O)(N)=NC(NC1=C2C(=NC(=C1)C(F)(F)F)CCC2)=O (R)-4-(2-hydroxypropan-2-yl)-N'-((2-(trifluoromethyl)-6,7-dihydro-5H-cyclopenta[b]pyridin-4-yl)carbamoyl)thiophene-2-sulfonimidamide